CN(C(=O)C=1N(C2=CC=C(C=C2C1)C1CCOCC1)[C@@]1([C@H](C1)C)C1=NOC(N1)=O)C1=CC=CC=C1 N-methyl-1-((1S,2S)-2-methyl-1-(5-oxo-4,5-dihydro-1,2,4-oxadiazol-3-yl)cyclopropyl)-N-phenyl-5-(tetrahydro-2H-pyran-4-yl)-1H-indole-2-carboxamide